Tert-butyl ((R and S)-(4,4-difluorocyclohexyl)(4-fluoro-5-((R or S)-2-methoxy-1-((S)-2-oxo-4-(trifluoromethyl)imidazolidin-1-yl)ethyl)benzo[d]oxazol-2-yl)methyl)carbamate FC1(CCC(CC1)[C@H](C=1OC2=C(N1)C(=C(C=C2)[C@H](COC)N2C(N[C@@H](C2)C(F)(F)F)=O)F)NC(OC(C)(C)C)=O)F |&1:7,o1:17|